4-amino-2-(4-chlorophenyl)butan-2-ol NCCC(C)(O)C1=CC=C(C=C1)Cl